(biphenylyl)(diphenyltriazinyl)dibenzoselenophene sodium [3-13C]pyruvate C(C(=O)[13CH3])(=O)[O-].[Na+].C1(=C(C=CC=C1)C1=C(C2=C([Se]C3=C2C=CC=C3)C=C1)C1=NN=NC(=C1C1=CC=CC=C1)C1=CC=CC=C1)C1=CC=CC=C1